4-bromo-3-(4-fluorophenyl)isoquinolin-1(2H)-one BrC1=C(NC(C2=CC=CC=C12)=O)C1=CC=C(C=C1)F